Ethyl 1-chloro-2,7-naphthyridine-3-carboxylate ClC1=NC(=CC2=CC=NC=C12)C(=O)OCC